F[C@H]1CN(CC1)C1=CC=C(C=N1)C=1N(C2=C(N1)CN(C2=O)C2=CN=C(S2)C)C (R)-2-(6-(3-fluoropyrrolidin-1-yl)pyridin-3-yl)-3-methyl-5-(2-methyl-thiazol-5-yl)-5,6-dihydropyrrolo[3,4-d]imidazol-4(3H)-one